N1N=NN=C1 (R)-tetrazole